(1R,2S,5S)-N-((S)-1-amino-3-methyl-1-oxobutan-2-yl)-3-((S)-3,3-dimethyl-2-(2,2,2-trifluoroacetamido)butanoyl)-6,6-dimethyl-3-azabicyclo[3.1.0]hexane-2-carboxamide NC([C@H](C(C)C)NC(=O)[C@@H]1[C@H]2C([C@H]2CN1C([C@H](C(C)(C)C)NC(C(F)(F)F)=O)=O)(C)C)=O